chlorine (i) tert-butyl 7-{2-[(2-methanesulfonylpyridin-4-yl)amino]-5H,6H,7H,8H-pyrido[3,4-d]pyrimidin-7-yl}-8-methyl-1H,2H,3H-pyrido[2,3-b][1,4]oxazine-1-carboxylate CS(=O)(=O)C1=NC=CC(=C1)NC=1N=CC2=C(N1)CN(CC2)C2=C(C1=C(OCCN1C(=O)OC(C)(C)C)N=C2)C.[Cl+]